CCCCCCCCCC (8Z)-decane